1-(7-(4-((4-([1,2,4]triazolo[1,5-a]pyridin-7-yloxy)-3-methylphenyl)amino)thieno[2,3-d]pyrimidin-6-yl)-3,4-dihydroisoquinolin-2(1H)-yl)prop-2-en-1-one N=1C=NN2C1C=C(C=C2)OC2=C(C=C(C=C2)NC=2C1=C(N=CN2)SC(=C1)C1=CC=C2CCN(CC2=C1)C(C=C)=O)C